COCCC1C(CC(NC1)=O)=O 5-(2-methoxyethyl)piperidine-2,4-dione